(2R)-2-[4-(4-chlorophenoxy)-2-(trifluoromethyl)phenyl]-1-(1H-1,2,4-triazol-1-yl)butan-2-ol ClC1=CC=C(OC2=CC(=C(C=C2)[C@@](CN2N=CN=C2)(CC)O)C(F)(F)F)C=C1